N[C@@H](C(=O)OC)CC1=CC(=C(C=C1)OC)Cl methyl (2R)-2-amino-3-(3-chloro-4-methoxyphenyl)propionate